(±)-19,20-dihydro-3-methyl-19-oxo-5H-18,21-ethano-12,14-etheno-6,10-metheno-22H-benzo[d]imidazo[4,3-k][1,6,9,12]oxatriazacyclooctadecine-9-carbonitrile CC1=NC=C2CN3CC(N(C=4C=5C=C(OC=6C(=CC=C(CN21)C6)C#N)C=CC5C=CC4)CC3)=O